COC=1C(=NC=CC1)CC(=O)O 2-(3-methoxy-2-pyridinyl)acetic acid